2,4-dichloro-5,6-dihydropyrido[3,4-d]pyrimidine-7(8H)-carboxylate ClC=1N=C(C2=C(N1)CN(CC2)C(=O)[O-])Cl